6-chloro-N-[(1S)-2-(6-fluoro-2,3-dimethylphenyl)-1-(5-oxo-4H-1,3,4-oxadiazol-2-yl)propyl]-2-(2-hydroxyethyl)pyridine-3-sulfonamide ClC1=CC=C(C(=N1)CCO)S(=O)(=O)N[C@@H](C(C)C1=C(C(=CC=C1F)C)C)C=1OC(NN1)=O